3-methylcyclobutan-1-amine CC1CC(C1)N